C1(CC1)CC1=NN(C(=C1)C1CCN(CC1)C)CC1=CC=C(C=C1)OCC(C)C 4-(3-(cyclopropylmethyl)-1-(4-isobutoxybenzyl)-1H-pyrazol-5-yl)-1-methylpiperidine